N[13C@@H]([13CH2][13CH2][13CH2]N[13C](N)=N)[13C](=O)O Arginine-13C6